P[NH3+] phosphinoaminium